4,4'-(cyclopentane-1,1-diyl)diphenol C1(CCCC1)(C1=CC=C(C=C1)O)C1=CC=C(C=C1)O